C(C1=CC=CC=C1)NC(=O)N1OCC(N2C1[C@@H](N(C([C@@H]2CC2=CC=C(C=C2)O)=O)CC2=CC=CC1=CC=CC=C21)C)=O (6S,9S)-N-benzyl-6-(4-hydroxybenzyl)-9-methyl-8-(naphthalen-1-ylmethyl)-4,7-dioxohexahydropyrazino[2,1-c][1,2,4]oxadiazine-1(6H)-carboxamide